Cl.C(C1=CC=CC=C1)NCCCO 3-benzylamino-1-propanol HCl salt